N-(2-(4,4-difluorocyclohexyl)-4-(2-fluorophenyl)pyridin-3-yl)-6-methoxy-5-methylnicotinamide FC1(CCC(CC1)C1=NC=CC(=C1NC(C1=CN=C(C(=C1)C)OC)=O)C1=C(C=CC=C1)F)F